7-(Morpholinomethyl)-5-nitro-8-hydroxyquinoline O1CCN(CC1)CC1=CC(=C2C=CC=NC2=C1O)[N+](=O)[O-]